C[C@@H]\\1C[C@@H](OC(=O)C[C@@H](NC(=O)[C@H](N(C(=O)[C@@H](NC(=O)[C@H](C/C(=C1)/C)C)C)C)CC2=C(NC3=CC=CC=C32)Br)C4=CC(=C(C=C4)O)O)C The molecule is a cyclodepsipeptide isolated from Jaspis splendens. It has a role as an antineoplastic agent, a marine metabolite and an animal metabolite. It is a cyclodepsipeptide, a member of indoles, an organobromine compound and a member of catechols.